1-(2-hydroxy-4-methoxy-6-methylphenyl)ethan-1-one OC1=C(C(=CC(=C1)OC)C)C(C)=O